FC(C=1C(=NC=C(C1)C1=CC=NC2=CC=C(C=C12)F)OC[C@](CC(C)C)(N)C)F (S)-1-((3-(difluoromethyl)-5-(6-fluoroquinolin-4-yl)pyridin-2-yl)oxy)-2,4-dimethylpentan-2-amine